6-chloro-3-iodo-2-methylbenzonitrile ClC1=CC=C(C(=C1C#N)C)I